Methyl 5-[3-(cyclopropyl-methoxy)phenyl]-1-(1-methyl-1H-indazol-7-yl)-1H-pyrazole-3-carboxylate C1(CC1)COC=1C=C(C=CC1)C1=CC(=NN1C=1C=CC=C2C=NN(C12)C)C(=O)OC